pentaerythritol tetrakis(3-(dodecylthio)propionate) C(CCCCCCCCCCC)SCCC(=O)OCC(COC(CCSCCCCCCCCCCCC)=O)(COC(CCSCCCCCCCCCCCC)=O)COC(CCSCCCCCCCCCCCC)=O